N-(1'-(2-(1,1-difluoropropyl)-6-methylpyrimidin-4-yl)-1',2'-dihydrospiro[cyclopropane-1,3'-pyrrolo[3,2-c]pyridin]-6'-yl)acetamide trifluoroacetate FC(C(=O)O)(F)F.FC(CC)(F)C1=NC(=CC(=N1)N1CC2(C=3C=NC(=CC31)NC(C)=O)CC2)C